NC=1C=CC(=NC1)N1N=C(C(=C1)C1=CN=C(N1C)C(=O)NC1=CC(=C(C=C1)C(=O)N1CCN(CC1)C(CN1CC(CC1)O)=O)Cl)C(F)(F)F 5-[1-(5-amino-2-pyridyl)-3-(trifluoromethyl)pyrazol-4-yl]-N-[3-chloro-4-[4-[2-(3-hydroxypyrrolidin-1-yl)acetyl]piperazine-1-carbonyl]phenyl]-1-methyl-imidazole-2-carboxamide